1,3-bis(2-pyridyl)propane (R*)-tert-butyl-8-((2,2-difluoroethoxy)methyl)-11,11-difluoro-3,4,8,9,10,11-hexahydro-1H-pyrido[4',3':3,4]pyrazolo[1,5-a]azepine-2(7H)-carboxylate C(C)(C)(C)OC(=O)N1CC=2C(=NN3C2C(CC[C@H](C3)COCC(F)F)(F)F)CC1.N1=C(C=CC=C1)CCCC1=NC=CC=C1 |o1:17|